1-(3,4-dimethoxybenzyl)-5-(2-((3-methoxypropyl)sulfonyl)-6-(trifluoromethyl)pyrimidin-4-yl)pyridin-2(1H)-one COC=1C=C(CN2C(C=CC(=C2)C2=NC(=NC(=C2)C(F)(F)F)S(=O)(=O)CCCOC)=O)C=CC1OC